C1(CC1)OC1=C(C(=NC=C1)OC)C1=CNC2=NC(=CC=C21)NC(=O)C2C(C2)CN2CCN(CC2)C N-[3-(4-cyclopropoxy-2-methoxypyridin-3-yl)-1H-pyrrolo[2,3-b]pyridin-6-yl]-2-[(4-methylpiperazin-1-yl)methyl]cyclopropane-1-carboxamide